CSC(=S)OCC1CCC(CC1)O[Si](C)(C)C(C)(C)C (methylsulfanyl)((((1s,4s)-4-((tert-butyldimethylsilyl)oxy)cyclohexyl)methoxy))methanethione